Cl.N[C@@H](C(C)C)C(=O)OC1=COCO1 dioxol-5-yl valinate hydrochloride